N-((1R,4R)-4-Hydroxycyclohexyl)-3-((6-morpholino-1-oxoisoquinolin-2(1H)-yl)methyl)benzamide OC1CCC(CC1)NC(C1=CC(=CC=C1)CN1C(C2=CC=C(C=C2C=C1)N1CCOCC1)=O)=O